CCC(CC)C1=NOC=N1 (pentan-3-yl)-1,2,4-oxadiazol